NCC(C)O aminopropan-2-ol